4-(chloromethyl)-1,2-dimethylbenzene ClCC1=CC(=C(C=C1)C)C